[Cl-].N.[Ca+2].[Cl-] calcium Ammonia chloride